2,2-dichloro-N-[4-chloro-3-[[(2,2,2-trifluoroacetyl)amino]methyl]phenyl]-3-[4-fluoro-(trifluoromethyl)phenyl]cyclopropanecarboxamide ClC1(C(C1C1=C(C=C(C=C1)F)C(F)(F)F)C(=O)NC1=CC(=C(C=C1)Cl)CNC(C(F)(F)F)=O)Cl